O[C@@H](CC(=O)OC(CO)CO)C 1,3-Dihydroxypropan-2-yl (R)-3-hydroxybutanoate